1,3-OXAZIN-2-ON O1C(N=CC=C1)=O